C(#N)C1=CC=C(C[C@H](N)C(=O)O)C=C1 para-cyanophenylalanine